[8-(1-tert-Butoxycarbonylpyrrolidin-3-yl)-6-ethoxycarbonyl-5-oxo-1,8-naphthyridin-3-yl]boronic acid C(C)(C)(C)OC(=O)N1CC(CC1)N1C=C(C(C=2C=C(C=NC12)B(O)O)=O)C(=O)OCC